2,4,6,8,10-pentavinyl-2,4,6,8,10-pentamethyl-cyclopentasiloxane sodium [Na].C(=C)[Si]1(O[Si](O[Si](O[Si](O[Si](O1)(C)C=C)(C)C=C)(C)C=C)(C)C=C)C